1-methyl-2-oxo-4-(4-{4-[(propan-2-yl)oxy]phenoxy}piperidin-1-yl)-1,2-dihydroquinoline-3-carbonitrile CN1C(C(=C(C2=CC=CC=C12)N1CCC(CC1)OC1=CC=C(C=C1)OC(C)C)C#N)=O